C1(CCCCC1)CCCOC(CCC(=O)O)OCCCC1CCCCC1 4,4-bis(3-cyclohexylpropoxy)butanoic acid